CN(CCCC(O)(C1=CC=C(C=C1)F)C1=C(C=C(C#N)C=C1)CO)C 4-[4-(dimethylamino)-1-(4-fluorophenyl)-1-hydroxybutyl]-3-hydroxymethylbenzonitrile